COC1=C(CN2CC=3N=C(N=C(C3C2=O)NC=2C=C(C=CC2)C)NCCNC(OC(C)(C)C)=O)C=CC(=C1)OC tert-Butyl 2-(6-(2,4-dimethoxybenzyl)-5-oxo-4-(m-tolylamino)-6,7-dihydro-5H-pyrrolo[3,4-d]pyrimidin-2-ylamino)ethylcarbamate